FC(C=1C=C(CC=2SC3=C(N2)C=CC(=C3)C(=O)O)C=CC1)(F)F 2-(3-(trifluoromethyl)benzyl)benzo[d]thiazole-6-carboxylic acid